methyl-6-chloro-4-(difluoromethoxy)-1H-indole CN1C=CC2=C(C=C(C=C12)Cl)OC(F)F